P(=O)(OCC1=C(C=CC(=C1)N)C#CCN)(OCC1=CC=CC=C1)OCC1=CC=CC=C1 5-amino-2-(3-aminoprop-1-yn-1-yl)benzyl dibenzyl phosphate